3,5,5-trimethylhexanoyl chloride CC(CC(=O)Cl)CC(C)(C)C